C(C)(C)C1=C(NC2=CC=C(C=C12)C1OCC(N(C1)CC(=O)N(C)C)(C)C)C=1C=C(C=2N(C1)N=CN2)C 2-(2-(3-Isopropyl-2-(8-methyl-[1,2,4]triazolo[1,5-a]pyridin-6-yl)-1H-indol-5-yl)-5,5-dimethylmorpholino)-N,N-dimethylacetamid